CN1CCC(CC1)C1=NC=2C(=NC=CC2C2CCN(CC2)C(=O)OC(C)(C)C)N1 tert-butyl 4-[2-(1-methyl-4-piperidyl)-3H-imidazo[4,5-b]pyridin-7-yl]piperidine-1-carboxylate